(3R)-1-((1R,4R)-4-((5-(2,6-dioxopiperidin-3-yl)pyridin-2-yl)(methyl)amino)cyclohexane-1-carbonyl)pyrrolidine-3-carboxylic acid O=C1NC(CCC1C=1C=CC(=NC1)N(C1CCC(CC1)C(=O)N1C[C@@H](CC1)C(=O)O)C)=O